BrC1=C(C(=C(C(=C1[2H])C1=CC(=CC(=C1)[2H])[2H])[2H])C1=CC(=CC(=C1)[2H])[2H])[2H] 5'-bromo-1,1':3',1''-terphenyl-2',3,3'',4',5,5'',6'-d7